FS(=O)(=O)[O-] perfluorosulphonate